C1CCC2=C(C=3CCCC3C=C12)NC(=O)N=S(=O)(N)C1=CN=CS1 N'-((1,2,3,5,6,7-hexahydro-s-indacen-4-yl)carbamoyl)thiazole-5-sulfonimidamide